C1(CC1)O[C@@H]([C@@H](C1=NC2=C(N1)C=CC(=C2)[C@@H](COC)N2C(NCC(C2)(F)F)=O)NC(=O)C2=NON=C2C2CC2)C N-((1R,2R)-2-Cyclopropoxy-1-(5-((S)-1-(5,5-difluoro-2-oxotetrahydropyrimidin-1(2H)-yl)-2-methoxyethyl)-1H-benzo[d]imidazol-2-yl)propyl)-4-cyclopropyl-1,2,5-oxadiazole-3-carboxamide